C=CCCCCCCCCCCCCCCCCCCCCCC alpha-tetracosene